1-(5,6-difluoro-1H-indol-3-yl)-3-((1r,4r)-4-(3,3-difluorocyclobutoxy)cyclohexyl)urea FC=1C=C2C(=CNC2=CC1F)NC(=O)NC1CCC(CC1)OC1CC(C1)(F)F